N-propyl-N-[(3R)-pyrrolidin-3-yl]-2-{1-[3-(trifluoromethoxy)phenyl]-1H-pyrazol-4-yl}-1,3-thiazole-4-carboxamide C(CC)N(C(=O)C=1N=C(SC1)C=1C=NN(C1)C1=CC(=CC=C1)OC(F)(F)F)[C@H]1CNCC1